C(C)(C)N1C(CNC=2C1=NC(=CN2)[Sn](C)(C)C)=O 1-isopropyl-7-(trimethylstannyl)-3,4-dihydropyrazino[2,3-b]pyrazin-2(1H)-one